N1(C=NC=C1)CC(C(=O)NC1CCN(CC1)C1=NC(=NC=C1)Cl)C(C(C)C)=O ((1H-imidazol-1-yl)methyl)-N-(1-(2-chloropyrimidin-4-yl)piperidin-4-yl)-4-methyl-3-oxopentanamide